L-4,4'-dithiobis(2-aminobutyric acid) C(CSSCCC(C(=O)O)N)C(C(=O)O)N